3-(2-ethylphenoxy)-2,2-dimethylpropionic acid C(C)C1=C(OCC(C(=O)O)(C)C)C=CC=C1